4-[7-(2,3-dihydro-1H-isoindol-5-ylmethyl)-2,7-diazaspiro[3.5]non-2-yl]-6-(2,2,2-trifluoroethyl)quinazoline C1NCC2=CC(=CC=C12)CN1CCC2(CN(C2)C2=NC=NC3=CC=C(C=C23)CC(F)(F)F)CC1